ClC1=NN(C=C1CNC1=C2C(N(C(C2=CC=C1)=O)C1C(NC(CC1)=O)=O)=O)C1CCN(CC1)C(=O)C1CCN(CC1)C1=NC(=CN=C1)C 4-(((3-chloro-1-(1-(1-(6-methylpyrazin-2-yl)piperidine-4-carbonyl)piperidin-4-yl)-1H-pyrazol-4-yl)methyl)amino)-2-(2,6-dioxopiperidin-3-yl)isoindoline-1,3-dione